8-(2-Fluoro-4-(trifluoromethyl)phenyl)-6-methoxyquinoline FC1=C(C=CC(=C1)C(F)(F)F)C=1C=C(C=C2C=CC=NC12)OC